C(C1=CC=CC=C1)N1CC2=C(C(=C(C1=O)SC)C=1SC=CC1)C=CC=C2 2-benzyl-4-methylsulfanyl-5-thiophen-2-yl-1,2-dihydro-3H-benzo[c]azepin-3-one